C1(CC1)COC1CCN(CC1)C(=O)OC(C)(C)C Tert-butyl 4-cyclopropylmethoxypiperidine-1-carboxylate